1,3-phenylenediacetic acid C1(=CC(=CC=C1)CC(=O)O)CC(=O)O